C(C=C)(=O)N1C2CN(CC1CC2)C2=CC=C(C=C2)C=2C=1N(C=C(C2)C=2C=NN(C2)C)N=CC1C#N 4-(4-(8-propenoyl-3,8-diazabicyclo[3.2.1]oct-3-yl)phenyl)-6-(1-methyl-1H-pyrazol-4-yl)pyrazolo[1,5-a]pyridine-3-carbonitrile